NC1=C(C=NC=N1)C=1C=NC(=CC1)OC1=C(C=CC=C1)F 6-amino-5-(6-(2-fluorophenoxy)pyridin-3-yl)pyrimidin